CC1(C2=CC(=CC=C2C=2C=CC(=CC12)C(=O)O)C1=CC=CC=C1)C 9,9-dimethyl-7-phenylfluorene-2-carboxylic acid